FC(C=1C(=C(C=CC1)[C@@H](C)NC=1C2=C(N=C(N1)C)C=NC(=C2)C=2C=CC(=C(CN1CCC(CC1)C1=C(C=C(C=C1)C1C(NC(CC1)=O)=O)C)C2)F)F)F 3-(4-(1-(5-(4-(((R)-1-(3-(difluoromethyl)-2-fluorophenyl)ethyl)amino)-2-methyl-pyrido[3,4-d]pyrimidin-6-yl)-2-fluorobenzyl)piperidin-4-yl)-3-methylphenyl)piperidine-2,6-dione